FC1(CC(C1)NCC1=CC(=CNC1=O)[C@H]1CN(CCC1(F)F)[C@H](C(=O)NC1=NC=C(C=C1)OC1=C(C=C(C=C1)F)F)C)F (S)-2-((S)-3-(5-(((3,3-difluorocyclobutyl)amino)methyl)-6-oxo-1,6-dihydropyridin-3-yl)-4,4-difluoropiperidin-1-yl)-N-(5-(2,4-difluorophenoxy)pyridin-2-yl)propionamide